C(C)(C)(C)OC(=O)N1CCC2(CC(C2)N2CC(C2)N2CCN(CC2)C2=NC=CC(=N2)COC2=CC=C(C=C2)C(C)(C)C2=CC(=CC(=C2)C#N)Cl)CC1 2-(3-(4-(4-((4-(2-(3-chloro-5-cyanophenyl)prop-2-yl)phenoxy)methyl)pyrimidine-2-yl)piperazin-1-yl)azetidin-1-yl)-7-azaspiro[3.5]nonane-7-carboxylic acid tert-butyl ester